ClC=1C(=NC=C(C1)C(F)(F)F)N1C(SC2=C1C=C(C(=C2)F)N2C=NN(C2=O)CC#C)=O (3-chloro-5-(trifluoromethyl)pyridin-2-yl)-6-fluoro-5-(5-oxo-1-(propargyl)-1H-1,2,4-triazol-4(5H)-yl)-benzothiazol-2(3H)-one